C(C)(C)(C)OC(=O)C1C2C=CC(C1)C2 5-tert-butoxycarbonyl-bicyclo[2.2.1]-2-heptene